ClC1=C(C=C(C=C1)C1=CN(C(C=C1)=O)C(C)C)C[C@@H](C(=O)NC1=CC=C(C=C1)C1=NN=CN1C)NC(=O)[C@@H]1C(C1)(F)F (1R)-N-[(1S)-1-[[2-chloro-5-(1-isopropyl-6-oxo-3-pyridyl)phenyl]methyl]-2-[4-(4-methyl-1,2,4-triazol-3-yl)anilino]-2-oxo-ethyl]-2,2-difluoro-cyclopropanecarboxamide